2,3-dimethyl-2-cyclopentenone CC=1C(CCC1C)=O